ClC1=CC=C(C=C1)C(CN1N=CN=C1)C(C=C)C 2-(4-chlorophenyl)-3-methyl-1-(1H-1,2,4-triazole-1-yl)-4-pentene